dipropionate monosodium salt [Na+].C(CC)(=O)[O-].C(CC)(=O)O